ClC1=C(C(=CC=C1)F)CC1=NOC(N1CC1CC2C(C2C1)(F)F)=O 3-[(2-chloro-6-fluorophenyl)methyl]-4-({6,6-difluorobicyclo[3.1.0]hexan-3-yl}methyl)-4,5-dihydro-1,2,4-oxadiazol-5-one